3-((3-((3R,5R)-5-(4-chlorophenyl)tetrahydro-furan-3-yl)-1,2,4-oxadiazol-5-yl)methyl)-4-oxo-3,4-dihydropyrido[2,3-d]pyrimidine-7-carboxamide ClC1=CC=C(C=C1)[C@H]1C[C@@H](CO1)C1=NOC(=N1)CN1C=NC2=C(C1=O)C=CC(=N2)C(=O)N